C(C)OC1=C(C=CC=C1)C=C1C=C(C(C(=C1)C(C)(C)C)=O)C(C)(C)C 4-(2-ethoxyphenyl)methylene-2,6-di-tert-butyl-2,5-cyclohexadiene-1-one